1-(4-((4-((5-(furan-2-yl)-2-methoxyphenyl)amino)-7-methoxy-quinazolin-6-yl)oxy)-2-(trifluoromethyl)piperidin-1-yl)prop-2-en-1-one O1C(=CC=C1)C=1C=CC(=C(C1)NC1=NC=NC2=CC(=C(C=C12)OC1CC(N(CC1)C(C=C)=O)C(F)(F)F)OC)OC